C1(=CC(=CC=C1)C1=NC(=NC=C1Cl)NC=1C=C(C=NC1)N1CC2(CN(C2)C(=O)OC(C)(C)C)CC1=O)C1=CC=CC=C1 tert-butyl 6-(5-((4-([1,1'-biphenyl]-3-yl)-5-chloropyrimidin-2-yl)amino)pyridin-3-yl)-7-oxo-2,6-diazaspiro[3.4]octane-2-carboxylate